[Cl-].ClCCC[N+](C)(C)C 3-chloropropyltrimethylammonium chloride